ClC=1C=C(C(=C(C(=O)N)C1)O)C 5-chloro-2-hydroxy-3-methylbenzamide